4-chloro-6,7-bis(2-methoxyethoxy)quinoline ClC1=CC=NC2=CC(=C(C=C12)OCCOC)OCCOC